N-(5-((6-((R)-3-(3-(2,5-difluorophenoxy)phenyl)isoxazolidin-2-yl)pyrimidin-4-yl)amino)-4-methoxy-2-((R)-2-methylmorpholino)phenyl)acrylamide FC1=C(OC=2C=C(C=CC2)[C@@H]2N(OCC2)C2=CC(=NC=N2)NC=2C(=CC(=C(C2)NC(C=C)=O)N2C[C@H](OCC2)C)OC)C=C(C=C1)F